CN1C(=CC=C1)C(CC1=CC=CC=C1)=O 1-(1-methyl-1H-pyrrol-2-yl)-2-phenylethan-1-one